ClC=1C=C(OCCN(C(OC(C)(C)C)=O)C)C=CC1C=O tert-butyl (2-(3-chloro-4-formylphenoxy)ethyl)(methyl)carbamate